BrC1=CC(=C(O[C@H](C(=O)O)C)C=C1F)C=1N=NSC1 (S)-2-[4-bromo-5-fluoro-2-(1,2,3-thiadiazol-4-yl)phenoxy]propionic acid